3,5-dimethyl-4-fluoroaniline CC=1C=C(N)C=C(C1F)C